FC([C@@H](C)C1=C(C(=O)N)C=CC=C1)(F)F [(1S)-2,2,2-trifluoro-1-methylethyl]benzamide